C1(CCCC1)CN1CC(C1)C(=O)NC=1C=C(C(=NC1)C)NC(=O)C=1C=NN2C1SC(=C2)C=2C=NN(C2)C N-(5-(1-(cyclopentylmethyl)azetidine-3-carboxamido)-2-methylpyridin-3-yl)-2-(1-methyl-1H-pyrazol-4-yl)pyrazolo[5,1-b]thiazole-7-carboxamide